C(=O)O.NC1[C@H](C(CCC1)NC=1C=2N(N=CC1C(=NC1=C(C=C(C=C1)O)CC)N)C=C(C2)C=2C=NC(=CC2)OC)C 4-[[(2R)-3-amino-2-methyl-cyclohexyl]amino]-N'-(2-ethyl-4-hydroxy-phenyl)-6-(6-methoxy-3-pyridyl)-pyrrolo[1,2-b]pyridazine-3-carboxamidine formic acid salt